C(C)(C)(C)OOC1=C(C=CC=C1)C(C)(C)C1=CC=CC=C1 tert-butyl-peroxycumyl-benzene